CC(Br)Br dibromoEthane